3-(3,5-Difluorophenoxy)-5-nitrobenzonitrile FC=1C=C(OC=2C=C(C#N)C=C(C2)[N+](=O)[O-])C=C(C1)F